{1-{1-[5-chloro-2-(trifluoromethyl)isonicotinoyl]piperidin-4-yl}-3-[4-(5-fluoro-1H-pyrrolo[2,3-b]pyridin-4-yl)-1H-pyrazol-1-yl]azetidin-3-yl}acetonitrile ClC1=CN=C(C=C1C(=O)N1CCC(CC1)N1CC(C1)(N1N=CC(=C1)C1=C2C(=NC=C1F)NC=C2)CC#N)C(F)(F)F